ClC1=C(C=C(C=C1)C=1C=C(C(N(N1)C1=CC(=CC=C1)F)=O)C(=O)NC(CO)C1COCC1)F 6-(4-chloro-3-fluorophenyl)-2-(3-fluorophenyl)-N-[2-hydroxy-1-(tetrahydrofuran-3-yl)ethyl]-3-oxo-2,3-dihydropyridazine-4-carboxamide